methyl (3S)-3-(4-bromophenyl)-3-{[(2S,4R)-1-[(2R)-2-{[(tert-butoxy)carbonyl]amino}-3,3-dimethylbutanoyl]-4-hydroxypyrrolidin-2-yl]formamido}propanoate BrC1=CC=C(C=C1)[C@H](CC(=O)OC)NC(=O)[C@H]1N(C[C@@H](C1)O)C([C@@H](C(C)(C)C)NC(=O)OC(C)(C)C)=O